BrC1=NO[C@H](C1)C=1C=CC(=C(NCC2=CC=C(C=C2)C(F)(F)F)C1)C=1N=CN(C1)C (R)-5-(3-bromo-4,5-dihydroisoxazol-5-yl)-2-(1-methyl-1H-imidazol-4-yl)-N-(4-(trifluoromethyl)benzyl)aniline